C12(CC(C1)C2)C=2SC(=C(N2)C=2C(=C(C(=CC2)F)S(=O)(=O)N)F)C2=NC(=NC=C2)Cl 3-(2-(bicyclo[1.1.1]pent-1-yl)-5-(2-chloropyrimidin-4-yl)thiazol-4-yl)-2,6-difluorobenzenesulfonamide